N-(2-(5-fluoro-1H-indol-3-yl)ethyl)-N-propylbutan-2-amine FC=1C=C2C(=CNC2=CC1)CCN(C(C)CC)CCC